4-fluoro-N-{[3-fluoro-4-(propan-2-yl)phenyl](phenyl)methyl}-1-[2-(pyrazin-2-yl)acetyl]pyrrolidine-2-carboxamide FC1CC(N(C1)C(CC1=NC=CN=C1)=O)C(=O)NC(C1=CC=CC=C1)C1=CC(=C(C=C1)C(C)C)F